3-(piperazin-1-yl)pyridazine hydrochloride salt Cl.N1(CCNCC1)C=1N=NC=CC1